FC(C(O)(C1=CC=C(C=C1)F)C1=NC2=C(N1)C=CC(=C2)C(=O)N)(F)F 2-(2,2,2-trifluoro-1-(4-fluorophenyl)-1-hydroxyethyl)-1H-benzo[d]imidazole-5-carboxamide